(1S,2S)-N-(6-(((6-(6,6-difluoro-3-azabicyclo[3.1.0]hexan-3-yl)-2-methylpyridin-3-yl)methyl)amino)-2-methylpyrimidin-4-yl)-2-(4-methylpyrimidin-2-yl)cyclopropane-1-carboxamide FC1(C2CN(CC12)C1=CC=C(C(=N1)C)CNC1=CC(=NC(=N1)C)NC(=O)[C@@H]1[C@H](C1)C1=NC=CC(=N1)C)F